1-(4-carboxybenzyl)-1H-pyrazole-3,5-dicarboxylic acid C(=O)(O)C1=CC=C(CN2N=C(C=C2C(=O)O)C(=O)O)C=C1